trimethoxycinnamoyl chloride COC1=C(C(=C(C(=O)Cl)OC)OC)C=CC=C1